C(CCC)C1(C(C(C1O)(CCCC)CCCC)O)CCCC 2,2,4,4-tetra-n-butylcyclobutane-1,3-diol